Tert-butyl N-[1-[[(2R)-4-[3-chloro-4-(2,6-dioxo-3-piperidyl)phenyl]-2-methyl-piperazin-1-yl]methyl]-2-oxabicyclo[2.2.2]octan-4-yl]carbamate ClC=1C=C(C=CC1C1C(NC(CC1)=O)=O)N1C[C@H](N(CC1)CC12OCC(CC1)(CC2)NC(OC(C)(C)C)=O)C